FC(S(=O)(=O)C12CCC(C=C1)C2)(F)F trifluoromethanesulfonyl-bicyclo[2.2.1]hept-5-ene